NS(=O)(=O)C1=CC=C(C=C1)CNC1=NC(=NC(=C1C)N1CCNCC1)NC=1SC(=C(N1)C)C(=O)OCC 2-[[4-[[[4-(Aminosulfonyl)phenyl]methyl]amino]-5-methyl-6-(1-piperazinyl)-2-pyrimidinyl]amino]-4-methyl-5-thiazolecarboxylic acid, ethyl ester